2-(1-(4-ethoxyphenyl)ethyl)-10H-phenothiazine C(C)OC1=CC=C(C=C1)C(C)C1=CC=2NC3=CC=CC=C3SC2C=C1